[C@H]12CN(C[C@H](CC1)N2)C=2C1=C(N=C(N2)OC[C@H]2N(CCC2)C)CN(CC1)C1=CC=CC2=CC=C(C=C12)C 4-((1R,5S)-3,8-diazabicyclo[3.2.1]octan-3-yl)-7-(7-methylnaphthalen-1-yl)-2-(((S)-1-methylpyrrolidin-2-yl)methoxy)-5,6,7,8-tetrahydropyrido[3,4-d]pyrimidine